FC1(CC(C1)(C)CN1N=C(C(=C1C(=O)NC1=CC(=C(C=C1)F)S(=O)(=N)C)C(F)F)C12CC(C1)(C2)F)F 1-((3,3-Difluoro-1-methylcyclobutyl)methyl)-4-(difluoromethyl)-N-(4-fluoro-3-(S-methylsulfonimidoyl)phenyl)-3-(3-fluorobicyclo[1.1.1]pentan-1-yl)-1H-pyrazole-5-carboxamide